ClC1=CC=CC(=N1)CC#N 2-(6-Chloropyridin-2-yl)acetonitrile